[Cl-].ClCC(C[N+](C)(C)C)O 3-chloro-2-hydroxypropyl-trimethyl-ammonium chloride